C(CCCCCCCCC(=O)OC1CC(N(C(C1)(C)C)OCCCCCCCC)(C)C)(=O)OC1CC(N(C(C1)(C)C)OCCCCCCCC)(C)C bis(1-Octyloxy-2,2,6,6-tetramethyl-4-piperidinyl) sebacate